O=C1NC(CCC1N1C(C2=CC=CC(=C2C1)NCCCCCCCCCCCCCCC(=O)OC(C)(C)C)=O)=O tert-butyl 15-((2-(2,6-dioxopiperidin-3-yl)-1-oxoisoindolin-4-yl) amino)pentadecanoate